(S)-(pyrrolidin-3-ylmethyl)carbamic acid tert-butyl ester C(C)(C)(C)OC(NC[C@@H]1CNCC1)=O